IC1C(N(CCC1)C1CN(CCC1C)C(=O)OC(C)(C)C)=O trans-tert-Butyl 3-iodo-4'-methyl-2-oxo-1,3'-bipiperidine-1'-carboxylate